FC1=CC=C(C=C1)[C@H]1[C@](C1)(C)NC(OC(C)(C)C)=O tert-butyl N-[(1R,2S)-2-(4-fluorophenyl)-1-methylcyclopropyl]carbamate